4-chloro-N-(2,3-dihydro-1,4-benzoxazin-4-yl)-1-isopropylimidazo[4,5-c]Pyridine-2-carboxamide ClC1=NC=CC2=C1N=C(N2C(C)C)C(=O)NN2CCOC1=C2C=CC=C1